FC(F)(F)C(=O)C(C(F)(F)F)(C(F)(F)F)F heptafluoroisopropyl (trifluoromethyl) ketone